N-(3-cyano-5-methylphenyl)-N-{4-[2-(2,6-dichlorophenyl)acetamido]pyridin-2-yl}acetamide C(#N)C=1C=C(C=C(C1)C)N(C(C)=O)C1=NC=CC(=C1)NC(CC1=C(C=CC=C1Cl)Cl)=O